rel-N-(5-((1R,3S)-3-((2-methylpyridin-3-yl)oxy)cyclopentyl)-1H-pyrazol-3-yl)pyrido[2,3-d]pyrimidin-4-amine CC1=NC=CC=C1O[C@@H]1C[C@@H](CC1)C1=CC(=NN1)NC=1C2=C(N=CN1)N=CC=C2 |o1:8,10|